6-(2,3-dichloro-6-hydroxyphenyl)-2-ethyl-2,5,6,7-tetrahydro-1H-cyclopenta[c]pyridin-1-one ClC1=C(C(=CC=C1Cl)O)C1CC2=C(C(N(C=C2)CC)=O)C1